(E)-2-(2,6-dimethoxy-4-(2-(4-methyl-5-phenylpyridin-3-yl)vinyl)benzylamino)-3-hydroxy-2-methylpropionic acid COC1=C(CNC(C(=O)O)(CO)C)C(=CC(=C1)\C=C\C=1C=NC=C(C1C)C1=CC=CC=C1)OC